COC(CCCCCCCCCCC\C=C/CCCC)=O (Z)-13-octadecenoic acid methyl ester